C(C1=CC=CC=C1)NC(=O)C=1N(C(N2C1CN(CC2)C(C2=CC(=C(C=C2)Br)Cl)=O)=O)C2=CC=C(C=C2)N2CCOCC2 N-benzyl-7-(4-bromo-3-chloro-benzoyl)-2-(4-morpholinophenyl)-3-oxo-6,8-dihydro-5H-imidazo[1,5-a]pyrazine-1-carboxamide